2,7-dimethyloctanoic acid CC(C(=O)O)CCCCC(C)C